13-(biphenyl-4-yl)-13H-dibenzoxanthene-3,10-diol C1(=CC=C(C=C1)C1C=CC(=C2OC3=C4C(=C5C(=C3C=C12)C=CC(=C5)O)C=CC=C4)O)C4=CC=CC=C4